cyclopentyl ((S)-4-methyl-1-oxo-1-(((S)-3-oxo-1-((S)-2-oxopyrrolidin-3-yl)-4-(2,3,5,6-tetrafluorophenoxy)butan-2-yl)amino)pentan-2-yl)carbamate CC(C[C@@H](C(N[C@@H](C[C@H]1C(NCC1)=O)C(COC1=C(C(=CC(=C1F)F)F)F)=O)=O)NC(OC1CCCC1)=O)C